OCCNCC=1C=C(C=CC1)C1(CC1)C(=O)N1CCCC1 (1-(3-(((2-hydroxyethyl)amino)methyl)phenyl)cyclopropyl)(pyrrolidin-1-yl)methanone